C(C)OC(C)=O.[Na] Sodium ethylacetate